3-((acryloyloxy)imino)-2-((7-(diethylamino)-9,9-dimethyl-9H-fluoren-2-yl)methylene)-2,3-dihydro-1H-inden-1-one C(C=C)(=O)ON=C1C(C(C2=CC=CC=C12)=O)=CC1=CC=2C(C3=CC(=CC=C3C2C=C1)N(CC)CC)(C)C